N-[4-[(E)-3-[4-[2-Hydroxyethyl(methyl)amino]phenyl]prop-2-enoyl]phenyl]-4-phenylbenzamide OCCN(C1=CC=C(C=C1)/C=C/C(=O)C1=CC=C(C=C1)NC(C1=CC=C(C=C1)C1=CC=CC=C1)=O)C